C1(=CC=CC=C1)S(=O)(=O)O.NC[C@H](C1=CC(=CC=C1)Cl)NC(=O)C=1N=CN(C1)C1=NC(=NC=C1C)NC1CC(C1)(F)F (S)-N-(2-amino-1-(3-chlorophenyl)ethyl)-1-(2-((3,3-difluoro-cyclobutyl)amino)-5-methylpyrimidin-4-yl)-1H-imidazole-4-carboxamide benzenesulfonic acid salt